5,6,7,8-tetrahydronaphtho[2,3-b]thiophene S1C2=C(C=C1)C=C1CCCCC1=C2